Propyl 2-(3-(3-cyano-5-(methoxycarbonyl)benzamido)propanamido)-4-methylthiazole-5-carboxylate C(#N)C=1C=C(C(=O)NCCC(=O)NC=2SC(=C(N2)C)C(=O)OCCC)C=C(C1)C(=O)OC